The molecule is the parent compound of the 6-aminopurines, composed of a purine having an amino group at C-6. It has a role as a human metabolite, a Daphnia magna metabolite, a Saccharomyces cerevisiae metabolite, an Escherichia coli metabolite and a mouse metabolite. It is a purine nucleobase and a member of 6-aminopurines. It derives from a hydride of a 9H-purine. C1=NC2=NC=NC(=C2N1)N